6-fluoro-3-iodo-1H-pyrrolo[3,2-b]pyridine FC=1C=C2C(=NC1)C(=CN2)I